[Mn].FC(S(=O)(=O)O)(F)F trifluoromethanesulfonic acid manganese